NCC=1C(=C(C=NC1)NC1C(NC(CC1)=O)=O)F 3-((5-(Aminomethyl)-4-fluoropyridin-3-yl)amino)piperidine-2,6-dione